C(C)N(C1=CC=C(C=C1)N(C1=CC=C(C=C1)N(CC)CC)C1=CC=C(C=C1)B1OC(C)(C)C(C)(C)O1)CC 4-[N,N-di(4-diethylaminophenyl)amino]phenylboronic acid pinacol ester